5-(3-ethylpiperazin-1-yl)-N-[8-fluoro-2-methylimidazo[1,2-a]pyridin-6-yl]cinnoline-8-carboxamide hydrochloride Cl.C(C)C1CN(CCN1)C1=C2C=CN=NC2=C(C=C1)C(=O)NC=1C=C(C=2N(C1)C=C(N2)C)F